CN1C(C(=CC2=C1N=C(N=C2)NC=2C=C(C(=NC2)N2CCOCC2)NC(OC(C)(C)C)=O)C2=CC=CC=C2)=O tert-butyl (5-((8-methyl-7-oxo-6-phenyl-7,8-dihydropyrido[2,3-d]pyrimidin-2-yl)amino)-2-morpholinopyridin-3-yl)carbamate